5-Bromo-4-fluoro-3-methylpyridin-2-amine BrC=1C(=C(C(=NC1)N)C)F